(2S,2'S)-4,4'-((ethane-1,2-diylbis(oxy))bis(4-fluoro-6-methoxybenzo[b]thiophene-5,2-diyl))bis(2-methyl-4-oxobutanoic acid) C(COC1=C(C2=C(SC(=C2)C(C[C@@H](C(=O)O)C)=O)C=C1OC)F)OC1=C(C2=C(SC(=C2)C(C[C@@H](C(=O)O)C)=O)C=C1OC)F